2-trifluoroethyl-N-methylcyclohexane-1-carboxamide FC(CC1C(CCCC1)C(=O)NC)(F)F